ClC1=C(C(=O)N(C2(CC2)C#N)COC(=O)C2C(C2)C(=O)O)C=C(C=C1)C=1C=NN(C1)C=1N(N=C(C1C(F)(F)F)C(C(F)(F)F)(F)F)C 2-({[{2-chloro-5-[2'-methyl-5'-(pentafluoroethyl)-4'-(trifluoromethyl)-2'H-[1,3'-bipyrazole]-4-yl]Benzoyl}(1-cyanocyclopropyl)amino]Methoxy}carbonyl)cyclopropane-1-carboxylic acid